C=C(C(C1=C(C(=C(C(=C1C)C)C)C)O)(C1=CC=CC=2NN=NC21)C2=CC=CC=1NN=NC12)CC methylenebis-benzotriazolyltetramethylbutyl-phenol